{5-[5-amino-6-(2-chloro-3,6-difluoro-benzyloxy)-pyrazin-2-yl]-thiophen-2-yl}-((3r,5s)-3,5-dimethyl-piperazin-1-yl)-methanone NC=1N=CC(=NC1OCC1=C(C(=CC=C1F)F)Cl)C1=CC=C(S1)C(=O)N1C[C@H](N[C@H](C1)C)C